C1(CC1)N1CCN(CCC1)C1=CC=C(C=C1)NC(C1=CC(=C(C(=C1)C=O)O)F)=O N-(4-(4-cyclopropyl-1,4-diazepan-1-yl)phenyl)-3-fluoro-5-formyl-4-hydroxybenzamide